(S)-3-azido-2-((benzyloxy)methyl)tetrahydrofuran N(=[N+]=[N-])C1[C@H](OCC1)COCC1=CC=CC=C1